C(CCC)S(=O)(=O)NC(C1=CC(=C(C=C1)N1C(SCC1=O)C1=CC=C(C=C1)F)C)=O N-(butylsulfonyl)-4-[2-(4-fluorophenyl)-4-oxo-1,3-thiazolidin-3-yl]-3-methylbenzamide